4-(7-(3-Aminopiperidin-1-yl)-3-(4-isopropylphenyl)-3H-imidazo[4,5-b]pyridin-2-yl)-2-fluorobenzonitrile NC1CN(CCC1)C1=C2C(=NC=C1)N(C(=N2)C2=CC(=C(C#N)C=C2)F)C2=CC=C(C=C2)C(C)C